C(C)N1CCN(CCN(CC1)CC)CC 1,4,7-triethyl-1,4,7-triazacyclononane